ClC=1C(=CC(=NC1)NC1CCC(CC1)NC(COCCNC(OC(C)(C)C)=O)C)C1=NC(=CC=C1)NCC1(CCOCC1)C#N tert-butyl (2-(2-(((1r,4r)-4-((5'-chloro-6-(((4-cyanotetrahydro-2H-pyran-4-yl)methyl)amino)-[2,4'-bipyridin]-2'-yl)amino)cyclohexyl)amino)propoxy)ethyl)carbamate